3-[3-isopropyl-4-({7-[3-(methylsulfonyl)propoxy]-4-quinolinyl}oxy)phenyl]-1-[1-methyl-2-oxo-5-(trifluoromethyl)-1,2-dihydro-3-pyridinyl]-2,4-imidazolidinedione C(C)(C)C=1C=C(C=CC1OC1=CC=NC2=CC(=CC=C12)OCCCS(=O)(=O)C)N1C(N(CC1=O)C=1C(N(C=C(C1)C(F)(F)F)C)=O)=O